(S)-methyl 2-((S)-3-cyclopropyl-2-((S)-2-(5-methylisoxazole-3-carboxamido)-3-(naphthalen-1-yl)propanamido)propanamido)-3-((R)-5,5-dimethyl-2-oxopyrrolidin-3-yl)propanoate C1(CC1)C[C@@H](C(=O)N[C@H](C(=O)OC)C[C@H]1C(NC(C1)(C)C)=O)NC([C@H](CC1=CC=CC2=CC=CC=C12)NC(=O)C1=NOC(=C1)C)=O